CN1C[C@H]2NCC[C@H]2C1 (3aS,6aS)-5-methyloctahydropyrrolo[3,4-b]pyrrole